4-(piperidin-4-yl)naphthalen-1-amine N1CCC(CC1)C1=CC=C(C2=CC=CC=C12)N